CC=1C(=C(C=CC1)N(C(O)=O)COC1=CC(=CC(=C1C1=CC(=CC=C1)C)OCN(C(O)=O)C1=CC=CC=C1)CCCCC)C.ClC1(C(N(CCC1)C1=CC=C(C=C1)Br)=O)Cl 3,3-dichloro-1-(4-bromophenyl)piperidin-2-one dimethyl-(((3'-methyl-4-pentyl-[1,1'-biphenyl]-2,6-diyl)bis(oxy))bis(methylene))bis(phenylcarbamate)